NC1CC(C1)C(=O)N1CCN(CC1)C(=O)C1=C(C=C(C=C1)NC(=O)C=1N(C(=CN1)C=1C(=NN(C1)CC#N)C(F)(F)F)C)CC N-[4-[4-(3-aminocyclobutanecarbonyl)piperazine-1-carbonyl]-3-ethyl-phenyl]-5-[1-(cyanomethyl)-3-(trifluoromethyl)pyrazol-4-yl]-1-methyl-imidazole-2-carboxamide